N1(N=CC2=CC=CC=C12)CC(=O)OCCC=C(F)F 4,4-difluorobut-3-en-1-yl 2-(1H-indazol-1-yl)acetate